tert-butyl cis-1-((2H-1,2,3-triazol-2-yl)methyl)-3-methyl-6-azabicyclo[3.1.1]heptane-6-carboxylate N=1N(N=CC1)CC12CC(CC(N1C(=O)OC(C)(C)C)C2)C